C(C(=O)[O-])#C isopropynate